N-Benzyl-2'-(4,5-dimethyl-1H-imidazol-2-yl)-3,4'-bipyridin-5-carboxamid C(C1=CC=CC=C1)NC(=O)C=1C=C(C=NC1)C1=CC(=NC=C1)C=1NC(=C(N1)C)C